(R)-3-([1,1'-biphenyl]-4-yl)-2-aminopropane-1-ol C1(=CC=C(C=C1)C[C@H](CO)N)C1=CC=CC=C1